FC1=CC=C(C=C1)C(C1CCN(CC1)C(=O)N1C[C@@H]2[C@@H](OCC(N2)=O)CC1)C1=NC(=NO1)C(F)(F)F (4aR,8aS)-6-(4-((4-Fluorophenyl)(3-(trifluoromethyl)-1,2,4-oxadiazol-5-yl)methyl)piperidine-1-carbonyl)hexahydro-2H-pyrido[4,3-b][1,4]oxazin-3(4H)-one